ClC=1C(=C(C=CC1)NC1=C(NC2=C1C(NCC2)=O)C2=C(C=NC=C2)C#C[C@]2(N(CC2)C(C=C)=O)C)OC 3-[(3-chloro-2-methoxyphenyl)amino]-2-(3-{2-[(2S)-2-methyl-1-(prop-2-enoyl)azetidin-2-yl]ethynyl}pyridin-4-yl)-1H,5H,6H,7H-pyrrolo[3,2-c]pyridin-4-one